N1(CCNCC1)C(\C=C\C=1C=NC=CC1)=O (E)-1-(piperazin-1-yl)-3-(pyridin-3-yl)prop-2-en-1-one